N-Hydroxysuccinimide Acetate C(C)(=O)O.ON1C(CCC1=O)=O